C(CCC)C(COC(CCCCCCC(=O)O)=O)CCCCCC 8-[(2-butyloctyl)oxy]-8-oxooctanoic acid